2-cyclohexyl-N-cyclopentyl-2-[2-(3,4-dichloro-phenyl)-6-methoxy-benzoimidazol-1-yl]-acetamide C1(CCCCC1)C(C(=O)NC1CCCC1)N1C(=NC2=C1C=C(C=C2)OC)C2=CC(=C(C=C2)Cl)Cl